(1S,4aS,5R,7aS)-3-(iodomethyl)-1,4a,5,7a-tetrahydro-1,5-(epoxymethano)cyclopenta[c]pyran-8-one ICC1=C[C@H]2[C@H]3[C@@H](O1)OC([C@@H]2C=C3)=O